N-(1'-(6-(3-hydroxy-3-methylazetidin-1-yl)-4-methylpyridin-2-yl)-1',2'-dihydrospiro[cyclopropane-1,3'-pyrrolo[3,2-c]pyridin]-6'-yl)acetamide OC1(CN(C1)C1=CC(=CC(=N1)N1CC2(C=3C=NC(=CC31)NC(C)=O)CC2)C)C